2,2,3,3-tetrafluoro-propyl methacrylate C(C(=C)C)(=O)OCC(C(F)F)(F)F